ClC1=CC(=C(COC2=CC=CC(=N2)C2CCN(CC2)CC2=NC3=C(N2C)C=CC=C3O)C=C1)F 2-((4-(6-((4-Chloro-2-fluorobenzyl)oxy)pyridin-2-yl)piperidin-1-yl)methyl)-4-hydroxy-1-methyl-1H-benzo[d]imidazole